C(C#C)NC(=O)C=1N=COC1 N-(prop-2-yn-1-yl)-oxazol-4-formamide